6-Ethyl-7-vinyl-9-β-D-ribofuranosyl-7-deazapurine C(C)C1=C2C(=CN(C2=NC=N1)[C@H]1[C@H](O)[C@H](O)[C@H](O1)CO)C=C